C[C@H](CCC(=C)C(C)C)[C@H]1CC[C@@H]2[C@@]1(CC[C@H]3C2=CC[C@@H]4[C@@]3(CC[C@@H]([C@H]4C(=O)[O-])O)C)C The molecule is a steroid acid anion resulting from the deprotonation of the carboxy group of 3beta-hydroxy-5alpha-ergosta-7,24(28)-diene-4alpha-carboxylic acid. The major species at pH 7.3. It is a conjugate base of a 3beta-hydroxy-5alpha-ergosta-7,24(28)-diene-4alpha-carboxylic acid.